2-hydroxy-4,5-dimethoxy-benzaldehyde OC1=C(C=O)C=C(C(=C1)OC)OC